BrC1=CC=C2C(=CNC2=C1)C(C(=O)Cl)=O 2-(6-bromo-1H-indol-3-yl)-2-oxoacetyl chloride